CC1=C(C=C(C=C1O)CCC)O methyl-5-propylbenzene-1,3-diol